6-(2-Methyl-2-(4-(trifluoromethyl)phenoxy)propyl)-2-thia-6-azaspiro[3.4]octane 2,2-dioxide CC(CN1CC2(CS(C2)(=O)=O)CC1)(C)OC1=CC=C(C=C1)C(F)(F)F